2-mercapto-N-2-pyridylbenzamide SC1=C(C(=O)NC2=NC=CC=C2)C=CC=C1